ClC1(CC=CC=C1)N=C=O 2-chloro-2-isocyanatobenzene